FC1=CC=C(C=C1)N1N=CC2=CC=CC=C12 1-(4-fluorophenyl)-1H-indazol